N-((6-((3R,5S)-3,5-dimethylpiperazin-1-yl)pyridin-2-yl)methyl)-5-(6-(methylamino)pyridin-3-yl)-7H-pyrrolo[2,3-d]pyrimidin-4-amine C[C@@H]1CN(C[C@@H](N1)C)C1=CC=CC(=N1)CNC=1C2=C(N=CN1)NC=C2C=2C=NC(=CC2)NC